2-(2-methoxyethoxy)-1-aminoethane COCCOCCN